(S)-4-(7-(3-cyanophenyl)-5-(pyridin-2-yl)-7H-pyrrolo[2,3-d]pyrimidin-4-yl)-3-methylpiperazine-1-carboxylic acid tert-butyl ester C(C)(C)(C)OC(=O)N1C[C@@H](N(CC1)C=1C2=C(N=CN1)N(C=C2C2=NC=CC=C2)C2=CC(=CC=C2)C#N)C